C(C1=CC=CC=C1)N(C(OCC1=CC=CC=C1)=O)[C@H](C1=CC=CC=C1)[C@H]1OC(C(CC1)I)O benzyl N-benzyl-N-[(R)-[(2S)-6-hydroxy-5-iodo-tetrahydropyran-2-yl]-phenyl-methyl]carbamate